C1(=CC=CC=C1)C1=NN=C(O1)N 5-phenyl-1,3,4-oxadiazole-2-amine